1-((S)-2-(ethoxymethyl)-7-(4-fluorobenzyl)-2,3-dihydro-1H-pyrido[2,3-b][1,4]oxazin-1-yl)-2-((2R,5R)-5-methyl-2-(((R)-3-methylmorpholino)methyl)piperazin-1-yl)ethan-1-one C(C)OC[C@@H]1N(C2=C(OC1)N=CC(=C2)CC2=CC=C(C=C2)F)C(CN2[C@H](CN[C@@H](C2)C)CN2[C@@H](COCC2)C)=O